(S)-2-amino-4-((4-guanidinobutyl)amino)butanoic acid N[C@H](C(=O)O)CCNCCCCNC(=N)N